C1(CC1)C1=NN(C=C1)CCNC(=O)C1=NN2C(C(NC(=C2C)C2=CC(=C(C=C2)C)C)=O)=C1C(F)(F)F N-[2-(3-Cyclopropyl-1H-pyrazol-1-yl)ethyl]-6-(3,4-dimethylphenyl)-7-methyl-4-oxo-3-(trifluoromethyl)-4,5-dihydropyrazolo[1,5-a]pyrazine-2-carboxamide